tert-butyl-3-iodo-1H-pyrazolo[3,4-d]pyrimidin-4-amine C(C)(C)(C)N1N=C(C=2C1=NC=NC2N)I